CN1C(CCC1)=O 1-methylpyrrolidin-2-one